5-Chloro-1-(3-methoxy-3-oxopropyl)-4-(3-(((4-methoxybenzyl)oxy)methyl)-1,5-dimethyl-1H-pyrazol-4-yl)-3-methyl-1H-indole-2-carboxylic acid methyl ester COC(=O)C=1N(C2=CC=C(C(=C2C1C)C=1C(=NN(C1C)C)COCC1=CC=C(C=C1)OC)Cl)CCC(=O)OC